COC(=O)C=1N(C(=CC1)C)C1C[C@@H]2[C@@H](CNC2)C1 (2s,5r)-5-methyl-1-((3ar,6as)-octahydrocyclopenta[c]pyrrol-5-yl)pyrrole-2-carboxylic acid methyl ester